N-([1,2,4]Triazolo[4,3-a]pyrimidin-3-ylmethyl)-6-(4-fluorophenyl)-8-methoxyquinazolin-4-amine N=1N=C(N2C1N=CC=C2)CNC2=NC=NC1=C(C=C(C=C21)C2=CC=C(C=C2)F)OC